1-methyl-N-((6-(2-(methylamino)-2-oxoethoxy)-1H-indol-2-yl)methyl)cyclopropane-1-carboxamide CC1(CC1)C(=O)NCC=1NC2=CC(=CC=C2C1)OCC(=O)NC